N1(C=NC=C1)CC=O IMIDAZOL-1-YL-ACETALDEHYDE